4Z-decenal CCCCC/C=C\CCC=O